1-(3'-bromo-3-chloro-2'-(methoxymethoxy)-5'-methyl-[1,1'-biphenyl]-4-yl)-3-methyl-1H-imidazol-2(3H)-one BrC=1C(=C(C=C(C1)C)C1=CC(=C(C=C1)N1C(N(C=C1)C)=O)Cl)OCOC